CN(C(O[C@H](C(=O)NC=1C(N(C=CC1)CC=1NC2=NC=NC(=C2N1)C=C(C)C)=O)CC\C=C\C(=O)N(C)C)=O)C (S,E)-7-(dimethylamino)-1-((1-((6-(2-methylprop-1-en-1-yl)-9H-purin-8-yl)methyl)-2-oxo-1,2-dihydropyridin-3-yl)amino)-1,7-dioxohept-5-en-2-yl dimethylcarbamate